tert-butyl-trimethyl-cyclohexane C(C)(C)(C)C1(C(CCCC1)(C)C)C